2-(1-(5-(tert-butoxycarbonyl)-4,5,6,7-tetrahydropyrazolo[1,5-a]pyrazin-3-yl)-5-oxopyrrolidin-3-yl)benzoic acid C(C)(C)(C)OC(=O)N1CC=2N(CC1)N=CC2N2CC(CC2=O)C2=C(C(=O)O)C=CC=C2